4-methyl-5-(pyridin-2-yl)isoxazole-3-carboxylic acid CC=1C(=NOC1C1=NC=CC=C1)C(=O)O